C(=C)(C)C=CC isopropenyl-propylene